(Z)-2-(3,7-dimethyloct-2-en-1-yl)-1,3-dioxolane C/C(=C/CC1OCCO1)/CCCC(C)C